1-propyl-2-methylimidazole C(CC)N1C(=NC=C1)C